C1=CC=C(C=C1)P(=O)(C2=CC=CC=C2)C3=CC4=C(C=C3)OC5=C4C=C(C=C5)P(=O)(C6=CC=CC=C6)C7=CC=CC=C7 dibenzo[b,d]Furan-2,8-diylbis(diphenylphosphine oxide)